C=C1OC(OC1)C1=CC=CC=C1 methylenephenyl-1,3-dioxolane